3-fluoro-4-(2-(3-((1-isopropyl-1H-pyrazol-4-yl)oxy)azetidin-1-yl)-7-methyl-8-oxo-6-(trifluoromethyl)-7,8-dihydropyrimido[5,4-d]pyrimidin-4-yl)benzonitrile FC=1C=C(C#N)C=CC1C=1C2=C(N=C(N1)N1CC(C1)OC=1C=NN(C1)C(C)C)C(N(C(=N2)C(F)(F)F)C)=O